3-KETOCHOL-4-ENOIC ACID O=C1C=C2CC[C@H]3[C@@H]4CC[C@H]([C@@H](CCC(=O)O)C)[C@]4(CC[C@@H]3[C@]2(CC1)C)C